(2-methoxyethyl)thiourea COCCNC(=S)N